O[C@@H](CN(C(=O)C=1C=C2N=C(C=NC2=CC1)C=1C=C2C=CN(C(C2=CC1)=O)C)C)C N-((2R)-2-hydroxypropyl)-N-methyl-3-(2-methyl-1-oxo-1,2-dihydro-6-isoquinolinyl)-6-quinoxalinecarboxamide